C(C1=CC=CC=C1)OC(=O)[C@@H]1CN(CC1)C(C)=O (S)-1-acetyl-pyrrolidine-3-carboxylic acid benzyl ester